3-BROMO-1-(3-CHLOROPYRIDIN-2-YL)-1H-PYRAZOLE BrC1=NN(C=C1)C1=NC=CC=C1Cl